methoxy-2-methyl-4-(4-methyl-3-penten-1-yl)-1,2,3,6-tetrahydro-1,1'-biphenyl COC1(C(CC(=CC1)CCC=C(C)C)C)C1=CC=CC=C1